tert-butyl (3R,4R)-4-((3-(5-(tert-butoxy)-2-cyano-5-oxopent-2-yl)-1-methyl-1H-indazol-6-yl) amino)-3-methoxypiperidine-1-carboxylate C(C)(C)(C)OC(CCC(C)(C#N)C1=NN(C2=CC(=CC=C12)N[C@H]1[C@@H](CN(CC1)C(=O)OC(C)(C)C)OC)C)=O